4-propoxybenzylidene-malonic acid dipropyl ester C(CC)OC(C(C(=O)OCCC)=CC1=CC=C(C=C1)OCCC)=O